CC1(N(CCC1=O)C(=O)OCC1=CC=CC=C1)C(=O)OCC O1-benzyl O2-ethyl 2-methyl-3-oxo-pyrrolidine-1,2-dicarboxylate